Br[Mg]C1CC1 bromo(cyclopropyl)magnesium